1-(4-fluorophenyl)-4-((6bR,10aS)-3-methyl-2,3,6b,7,10,10a-hexahydro-1H-pyrido[3',4':4,5]pyrrolo[1,2,3-de]quinoxalin-8(9H)-yl)butan-1-one FC1=CC=C(C=C1)C(CCCN1C[C@@H]2[C@@H](N3CCN(C=4C=CC=C2C34)C)CC1)=O